FC1=C(C(=CC=C1NS(NC1=CN=CS1)(=O)=O)F)C(=O)C1=CNC2=NC=C(C=C21)C=2C=NC(=NC2)OC [2,6-difluoro-3-(thiazol-5-ylsulfamoylamino)phenyl]-[5-(2-methoxypyrimidin-5-yl)-1H-pyrrolo[2,3-b]pyridin-3-yl]methanone